C(C)N1CCC(CC1)N(C(=O)C=1N=C(SC1)C=1C=NN(C1)C1=CC=CC=C1)C N-(1-ethylpiperidin-4-yl)-N-methyl-2-(1-phenyl-1H-pyrazol-4-yl)-1,3-thiazole-4-carboxamide